3-(4-chloro-1-methyl-1H-benzotriazol-5-yl)propanoate ClC1=C(C=CC=2N(N=NC21)C)CCC(=O)[O-]